CC1=C(C=CC=C1C)N1CCN(CC1)C(CN1N=C(C2=C1CCC2)C(=O)N2CCC(CC2)O)=O 1-[4-(2,3-Dimethylphenyl)piperazin-1-yl]-2-[3-(4-hydroxypiperidin-1-carbonyl)-5,6-dihydrocyclopenta[c]pyrazol-1(4H)-yl]ethan-1-on